3-oxododecanoic acid methyl ester COC(CC(CCCCCCCCC)=O)=O